Cl.BrC=1C=C2\C(\C(N(C2=CC1)CCN1CCCC1)=O)=C\1/C(N(C2=CC=CC=C12)C)=O (E)-5-bromo-1'-methyl-1-(2-(pyrrolidin-1-yl)ethyl)-[3,3'-biindolinylidene]-2,2'-dione hydrochloride